C(C)OC(C=O)=O ethyl-2-oxoacetate